cerium lanthanum lithium [Li].[La].[Ce]